BrCCOC=1C=C2C=NN(C2=CC1)[C@@H]1C[C@H](C1)O trans-3-[5-(2-bromoethoxy)-1H-indazol-1-yl]cyclobutan-1-ol